BrC1=NC=CC(=C1)C1(CC1)C(N)=N 1-(2-bromopyridin-4-yl)cyclopropanecarboximidamide